C(C1=CC=CC=C1)N1CC(N(CCC1)C(=O)OC(C)(C)C)C1=CC=C(C=C1)C(=O)OC tert-butyl 4-benzyl-2-(4-(methoxycarbonyl)phenyl)-1,4-diazepane-1-carboxylate